3-methylcyclobutan-1-one CC1CC(C1)=O